4-METHOXYBENZOTHIAZOLE-2-BORONIC ACID COC1=CC=CC2=C1N=C(S2)B(O)O